C(C)(=O)C1=CN(C2=CC=CC(=C12)C1=CN=NC=C1)CC(=O)N1[C@@H](C[C@H](C1)F)C(=O)NC1=C(C(=CC=C1)Cl)C(F)(F)F (2S,4R)-1-(2-(3-acetyl-4-(pyridazin-4-yl)-1H-indol-1-yl)acetyl)-N-(3-chloro-2-(trifluoromethyl)phenyl)-4-fluoropyrrolidine-2-carboxamide